tert-butyl (2R,6S)-2,6-dimethyl-4-[(3R)-pyrrolidin-3-yl]piperazine-1-carboxylate C[C@H]1N([C@H](CN(C1)[C@H]1CNCC1)C)C(=O)OC(C)(C)C